P(=O)(O)(O)OC[C@@H]1[C@H]([C@H]([C@@H](O1)N1C=NC=2C(=S)NC(N)=NC12)O)O.C1(CC1)CS(=NC(C1=CC=C(C=C1)C1=NOC(=N1)C(F)(F)F)=O)(C1=CC=NC=C1)=O N-((cyclopropyl-methyl)(oxo)(pyridin-4-yl)-λ6-sulfaneylidene)-4-(5-(trifluoromethyl)-1,2,4-oxadiazol-3-yl)benzamide 6-thioguanosine-5'-monophosphate